1,3,5-tri(4-(4-fluorobenzoyl)phenoxy)benzene FC1=CC=C(C(=O)C2=CC=C(OC3=CC(=CC(=C3)OC3=CC=C(C=C3)C(C3=CC=C(C=C3)F)=O)OC3=CC=C(C=C3)C(C3=CC=C(C=C3)F)=O)C=C2)C=C1